1-methyl-2,3-diaminopropyl-diaminocyclohexane CC(C(CN)N)C1C(CCCC1)(N)N